ClC1=CC(=C(C(=C1)C)NC(=O)[C@@H]1CNCC1)C1=C2C(=NC=C1)C=C(S2)CN2C(C1C(C1C2=O)(C)C)=O (3S)-N-(4-chloro-2-(2-((6,6-dimethyl-2,4-dioxo-3-azabicyclo[3.1.0]hexan-3-yl)methyl)thieno[3,2-b]pyridin-7-yl)-6-methylphenyl)pyrrolidine-3-carboxamide